(S)-6-Chloro-1-(6-(3-methoxytetrahydrofuran-3-yl)-4-methylpyridin-2-yl)-1H-pyrrolo[3,2-c]pyridine ClC1=CC2=C(C=N1)C=CN2C2=NC(=CC(=C2)C)[C@@]2(COCC2)OC